(S)-7-ethyl-7-hydroxy-14-(1H-pyrazol-4-yl)-10,13-dihydro-11H-[1,3]dioxolo[4,5-g]pyrano[3',4':6,7]indolizino[1,2-b]quinoline-8,11(7H)-dione C(C)[C@]1(C(OCC=2C(N3CC=4C(=NC=5C=C6C(=CC5C4C=4C=NNC4)OCO6)C3=CC21)=O)=O)O